Aluminium sulfat S(=O)(=O)([O-])[O-].[Al+3].S(=O)(=O)([O-])[O-].S(=O)(=O)([O-])[O-].[Al+3]